C(CCCCCC)(=O)OCC(=O)NCC1=CC(=C(C=C1)O)OC 2-((4-hydroxy-3-methoxy-benzyl) amino)-2-oxoethyl heptanoate